L-2-methylhexanoic acid CC(C(=O)O)CCCC